F[C@@H]1[C@@H](CN(CC1)CC=1C=C(C=2N(C1)C(=CN2)C)C(=O)NC=2C=NC=C(C2)C2(CC(C2)C)C2=NN=CN2C)C 6-{[(3R,4S)-4-fluoro-3-methylpiperidin-1-yl]methyl}-3-methyl-N-{5-[(1r,3s)-3-methyl-1-(4-methyl-1,2,4-triazol-3-yl)cyclobutyl]pyridin-3-yl}imidazo[1,2-a]pyridine-8-carboxamide